C1(CCCCC1)(C1=CC(=C(C(=C1)CO)O)C1CCCCC1)C1=CC(=C(C(=C1)CO)O)C1CCCCC1 4,4'-cyclohexylidenebis(2-cyclohexyl-6-hydroxymethylphenol)